ClC1=NC=C(C(=C1)C1=C(C=NC(=C1)C)C(=O)NC=1SC2=C(N1)CC[C@H](C2)NC2=CC=C(C=C2)O)OC |r| (Racemic)-2'-chloro-N-(6-((4-hydroxyphenyl)amino)-4,5,6,7-tetrahydrobenzo[d]thiazol-2-yl)-5'-methoxy-6-methyl-[4,4'-bipyridine]-3-carboxamide